N[C@@H]1[C@H](C[C@H](CC1)O)CC=1C=C2CN(C(C2=CC1)=O)C1C(NC(CC1)=O)=O 3-(5-(((1S,2S,5S)-2-amino-5-hydroxycyclohexyl)methyl)-1-oxoisoindolin-2-yl)piperidine-2,6-dione